CC=1C(=C2C=CNC2=C(C1)C)CC1C(CN(CC1)C)C1=CC=C(C(=O)O)C=C1 4-(4-((5,7-dimethyl-1H-indol-4-yl)methyl)-1-methylpiperidin-3-yl)benzoic acid